1-((3s,5r)-1-propenoyl-5-(methoxymethyl)pyrrolidin-3-yl)-3-((3-ethyl-2-methyl-3H-imidazo[4,5-b]pyridin-6-yl)ethynyl)-5-(methylamino)-1H-pyrazole-4-carboxamide C(C=C)(=O)N1C[C@H](C[C@@H]1COC)N1N=C(C(=C1NC)C(=O)N)C#CC=1C=C2C(=NC1)N(C(=N2)C)CC